ClC1=C(C(=NN1C)C1=CC=CC=C1)C=O 5-CHLORO-1-METHYL-3-PHENYL-1H-PYRAZOLE-4-CARBALDEHYDE